N-(2-methoxybenzyl)benzenesulfonamide COC1=C(CNS(=O)(=O)C2=CC=CC=C2)C=CC=C1